4'-Vinyl-5'-O-(2-oxido-4H-1,3,2-benzodioxaphosphorin-2-yl)-guanosin C(=C)[C@]1([C@H]([C@H]([C@@H](O1)N1C=NC=2C(=O)NC(N)=NC12)O)O)COP1(OC2=C(CO1)C=CC=C2)=O